(S,E)-2-(2-((S)-1-hydroxyethyl)-1H-imidazol-1-yl)-4-(4'-(3-(((2-hydroxyethyl)amino)methyl)cyclobutyl)-[1,1'-biphenyl]-4-yl)but-3-en-1-ol O[C@@H](C)C=1N(C=CN1)[C@H](CO)\C=C\C1=CC=C(C=C1)C1=CC=C(C=C1)C1CC(C1)CNCCO